Cl.N1CCC(CC1)NC=1C(=NC2=CC=CC=C2C1)C#N (piperidin-4-ylamino)quinoline-2-carbonitrile hydrochloride